NC(C(=O)[O-])=C(C=CC(=O)[O-])C(=O)O amino-β-carboxyhexadiendioate